C(#N)N(C(=N)NC1CC(CCC1)CNC(=N)NC#N)C N-cyano-N'-[3-((3-cyanoguanidino)methyl)cyclohexyl]-methyl-guanidine